C(C)(C)(C)OC(=O)N1[C@@H](CCCC1)C=1N(C(=C(N1)C1=CC=C(C=C1)C(NC1=NC=C(C(=C1)C)F)=O)C(N)=O)N (S)-2-(1-amino-5-carbamoyl-4-(4-((5-fluoro-4-methylpyridin-2-yl)carbamoyl)phenyl)-1H-imidazol-2-yl)piperidine-1-carboxylic acid tert-butyl ester